COC=1C(=NN=NC1)C1=CC=CC=C1 methyl-Oxyphenyltriazine